1-((2-butoxyethoxy)methoxy)butane C(CCC)OCCOCOCCCC